Benzyl 4-(4-{bis[(4-methoxyphenyl)methyl]amino}-8-ethylpyrazolo[1,5-a][1,3,5]triazin-2-yl)piperazine-1-carboxylate COC1=CC=C(C=C1)CN(C1=NC(=NC=2N1N=CC2CC)N2CCN(CC2)C(=O)OCC2=CC=CC=C2)CC2=CC=C(C=C2)OC